3-{5-[4-(2,2-dimethyloxan-4-yl)piperazin-1-yl]-1H-pyrrolo[3,2-b]pyridin-3-yl}-1-[4-(trifluoromethyl)phenyl]urea CC1(OCCC(C1)N1CCN(CC1)C1=CC=C2C(=N1)C(=CN2)NC(NC2=CC=C(C=C2)C(F)(F)F)=O)C